Cl.CN1CCN(CC1)C1=CC=C(C=C1)NC1=NC=C2N=C(N(C2=N1)[C@@H]1CN(CC1)C(C=C)=O)NC1=CC=CC=C1 (S)-2-(4-(4-methyl-1-piperazinyl)phenylamino)-8-phenylamino-9-(N-acryloyl-3-pyrrolidinyl)-9H-purine hydrochloride